Butyl 4-(5-Nitropyridin-2-yl)piperazine-1-carboxylate [N+](=O)([O-])C=1C=CC(=NC1)N1CCN(CC1)C(=O)OCCCC